3-(1H-benzo[d]imidazol-2-yl)-N-(4-(pyridazin-3-yl)phenyl)-5-(trifluoromethyl)aniline 2-chloroethyl-carbonochloridate ClCCOC(=O)Cl.N1C(=NC2=C1C=CC=C2)C=2C=C(NC1=CC=C(C=C1)C=1N=NC=CC1)C=C(C2)C(F)(F)F